3-Chloro-4-(trifluoromethyl)phenyl 3-[4-(2-aminothiazol-4-yl)-1H-1,2,3-triazol-1-yl]-3-deoxy-2-O-methyl-1-thio-α-D-galactopyranoside NC=1SC=C(N1)C=1N=NN(C1)[C@@H]1[C@H]([C@@H](SC2=CC(=C(C=C2)C(F)(F)F)Cl)O[C@@H]([C@@H]1O)CO)OC